COC1=C2C=C(N(C2=CC=C1CN1CCC2(CN(C2)C2=NC=NC3=CC=C(C=C23)CC(F)(F)F)CC1)C(CN1CCN(CC1)S(=O)(=O)C)C)C#N 4-methoxy-1-{1-methyl-2-[4-(methylsulfonyl)piperazin-1-yl]ethyl}-5-({2-[6-(2,2,2-trifluoroethyl)quinazolin-4-yl]-2,7-diazaspiro[3.5]non-7-yl}methyl)-1H-indole-2-carbonitrile